2-chloro-6-iodo-N,N-dimethylaniline ClC1=C(N(C)C)C(=CC=C1)I